hydroxy-3,4-dihydro-1H-isoquinolin OC1NCCC2=CC=CC=C12